CC=1N=C(SC1)[C@H](CC1=CC=C(C=C1)NS(O)(=O)=O)NC(C(C)(C)C)=O (S)-4-(2-(4-Methylthiazol-2-yl)-2-pivalamidoethyl)phenyl-sulfamic acid